1-bromo-3-chloro-5-{[(1r,4r)-4-(trifluoromethyl)-cyclohexyl]oxy}benzene BrC1=CC(=CC(=C1)OC1CCC(CC1)C(F)(F)F)Cl